1-butyl-N'-(2,4-difluorophenyl)-3-oxo-1,3-dihydroisobenzofuran-5-carboxylic acid hydrazide C(CCC)C1OC(C2=CC(=CC=C12)C(=O)NNC1=C(C=C(C=C1)F)F)=O